3-chloro-2-[2-(2,4-dimethyloxazol-5-yl)phenyl]imidazo[1,2-a]pyridine-7-carboxylic acid ClC1=C(N=C2N1C=CC(=C2)C(=O)O)C2=C(C=CC=C2)C2=C(N=C(O2)C)C